(S)-7-((6-((dimethyl-amino)methyl)-5-(1-methyl-2-oxopiperidin-4-yl)pyridin-2-yl)amino)-4-(7-fluoro-imidazo[1,2-a]pyridin-3-yl)isoindolin-1-one CN(C)CC1=C(C=CC(=N1)NC=1C=CC(=C2CNC(C12)=O)C1=CN=C2N1C=CC(=C2)F)[C@@H]2CC(N(CC2)C)=O